(3R,4R)-(rel)-4-({5-chloro-4-[4-fluoro-2-[[1R]-1-hydroxyethyl]-1-(propan-2-yl)-1H-benzimidazol-6-yl]pyrimidin-2-yl}amino)-1-(methanesulfonyl)piperidin-3-ol ClC=1C(=NC(=NC1)N[C@H]1[C@@H](CN(CC1)S(=O)(=O)C)O)C=1C=C(C2=C(N(C(=N2)[C@@H](C)O)C(C)C)C1)F |o1:8,9,27|